3-[(3R)-5-(4-chlorophenyl)-2,3-dimethyl-3-isoxazolinyl]-pyridine ClC1=CC=C(C=C1)C1C(=C(N(O1)C)C)C=1C=NC=CC1